COC(C1=C(C(=CC(=C1)CC1=CN=C(S1)N)C)C)=O 5-((2-Aminothiazol-5-yl)methyl)-2,3-dimethylbenzoic acid methyl ester